pentafluoro-(3-methyl-2,4,5,6-tetrahydro-1H-azepino[4,5-b]indol-8-yl)λ6-sulfane FS(C=1C=CC=2C3=C(NC2C1)CCN(CC3)C)(F)(F)(F)F